Cl.N[C@H](C(=O)O)CNC(CC1=CC=C(C=C1)OCC1=CC=CC=C1)=O (S)-2-amino-3-(2-(4-(benzyloxy)phenyl)acetamido)propanoic acid, hydrochloride salt